Cholestenol C[C@H](CCCC(C)C)[C@H]1CC[C@@H]2[C@@]1(CCC3=C2CC[C@@H]4[C@@]3(CC[C@@H](C4)O)C)C